(S)-3-(5-(4-(7-azaspiro[3.5]nonan-2-yl)piperazin-1-yl)-1-oxoisoindolin-2-yl)piperidine-2,6-dione C1C(CC12CCNCC2)N2CCN(CC2)C=2C=C1CN(C(C1=CC2)=O)[C@@H]2C(NC(CC2)=O)=O